4-[(6-aminohexyl)amino]-2-(2,6-dioxopiperidin-3-yl)-2,3-dihydro-1H-isoindole-1,3-dione NCCCCCCNC1=C2C(N(C(C2=CC=C1)=O)C1C(NC(CC1)=O)=O)=O